C(C#C)OC1=CC=C(C[C@H](N)C(=O)O)C=C1 4-propargyloxyphenylalanine